N-((1r,3r)-3-(3-chloro-4-cyanophenoxy)-2,2,4,4-tetramethylcyclobutyl)-4-(3-(hydroxymethyl)azetidin-1-yl)benzamide-5-d ClC=1C=C(OC2C(C(C2(C)C)NC(C2=CC=C(C(=C2)[2H])N2CC(C2)CO)=O)(C)C)C=CC1C#N